1-Methyl-3-(6-(((1S,3S)-3-((5-methylpyrazin-2-yl)amino)cyclopentyl)amino)pyridin-3-yl)-2-oxo-2,3-dihydro-1H-imidazo[4,5-b]pyridine-6-carbonitrile CN1C(N(C2=NC=C(C=C21)C#N)C=2C=NC(=CC2)N[C@@H]2C[C@H](CC2)NC2=NC=C(N=C2)C)=O